5-[(3,4-Dichlorophenoxymethylthio)methyl]oxazol-2(3H)-one ClC=1C=C(OCSCC2=CNC(O2)=O)C=CC1Cl